NCCNCC(=O)O (2-aminoethyl)-glycine